FC1=CC=C(C=C1)C1=CC(=CC=C1)C1CC(CC2=CC=CC=C12)N(C)C 4-(4'-fluoro-[1,1'-biphenyl]-3-yl)-N,N-dimethyl-1,2,3,4-tetrahydronaphthalen-2-amine